N-(4-((9H-fluoren-2-yl)amino)-2-(naphthalen-1-yl)quinazolin-6-yl)-4-(tert-butyl)benzamide C1=C(C=CC=2C3=CC=CC=C3CC12)NC1=NC(=NC2=CC=C(C=C12)NC(C1=CC=C(C=C1)C(C)(C)C)=O)C1=CC=CC2=CC=CC=C12